NC(C(C(CC1C(NCC1)=O)NC(C(CC1CCCCC1)NC(OC(C(C)(C)C1=CC(=CC=C1)Cl)C1=CC=C(C=C1)F)=O)=O)=O)=O 2-(3-chlorophenyl)-1-(4-fluorophenyl)-2-methylpropyl (1-((4-amino-3,4-dioxo-1-(2-oxopyrrolidin-3-yl)butan-2-yl)amino)-3-cyclohexyl-1-oxopropan-2-yl)carbamate